O=C1NC(CC[C@H]1NC1=CC=C(C=C1)C1CCN(CC1)CC(=O)OC(C)(C)C)=O tert-butyl (R)-2-[4-[4-[(2,6-dioxo-3-piperidyl)amino]phenyl]-1-piperidyl]acetate